C(#N)CN1N=CC(=C1)C=1C=C2CCCN(C2=CC1C(F)F)C=1N=C(C=C2C=CC=NC12)C(=O)OCC ethyl 8-[6-(1-cyanomethyl-1H-pyrazol-4-yl)-7-difluoromethyl-3,4-dihydro-2H-quinolin-1-yl]-[1,7]naphthyridine-6-carboxylate